C(#N)CCN(CCOC(CC)=O)C1=CC=C(C=C1)C1=C(C(C1=O)=O)O Propionic acid 2-{(2-cyano-ethyl)-[4-(2-hydroxy-3,4-dioxo-cyclobut-1-enyl)-phenyl]-amino}-ethyl ester